N-tert.-Butyl-4-[[2-[5-chloro-2-hydroxy-4-(pyrrolidin-1-ylmethyl)phenyl]acetyl]amino]pyridin tert-butyl-(3S,4S)-4-(4-aminopyrazol-1-yl)-3-fluoropiperidine-1-carboxylate C(C)(C)(C)OC(=O)N1C[C@@H]([C@H](CC1)N1N=CC(=C1)N)F.C(C)(C)(C)N1CC=C(C=C1)NC(CC1=C(C=C(C(=C1)Cl)CN1CCCC1)O)=O